(P)-2'-Acetyl-3-chloro-4-((3,5-difluoropyridin-2-yl)methoxy)-5',6-dimethyl-2H-[1,4'-bipyridin]-2-one C(C)(=O)C1=NC=C(C(=C1)N1C(C(=C(C=C1C)OCC1=NC=C(C=C1F)F)Cl)=O)C